C(C)(C)(C)OC(=O)NCCN(CCCCCCCC(=O)OC\C=C/CCCCCC)CCC(CCC[C@@H](CCC[C@@H](CCCC(C)C)C)C)C [(Z)-non-2-enyl] 8-[2-(tert-butoxycarbonylamino)ethyl-[(7R,11R)-3,7,11,15-tetramethylhexadecyl]amino]octanoate